CC1CC([C@H](N1C(=O)OCC1=CC=CC=C1)C(=O)OC)=O |r| 1-benzyl 2-methyl (SR)-5-methyl-3-oxopyrrolidine-1,2-dicarboxylate